2-(6-azaspiro[2.5]octan-6-yl)-6-(4,4-dimethyl-2-oxo-1,3-oxazolidin-3-yl)-N-(6-(4,4-dimethyl-2-oxo-1,3-oxazolidin-3-yl)-2-pyridinyl)-3-pyridinecarboxamide C1CC12CCN(CC2)C2=NC(=CC=C2C(=O)NC2=NC(=CC=C2)N2C(OCC2(C)C)=O)N2C(OCC2(C)C)=O